CC(C)CCC[C@@H](C)CCC[C@@H](C)CCC\C(\C)=C/CO (Z,R,R)-phytol